C(C)OC1=C(C=NC(=C1)OCC1=CC=C(C=C1)OC)C1=CC(=C(C=C1)CC(=O)NC=1C=C(C(=O)NCCN2CCCCC2)C=C(C1)C(F)(F)F)F 3-[[2-[4-[4-ethoxy-6-[(4-methoxyphenyl)methoxy]-3-pyridyl]-2-fluorophenyl]acetyl]amino]-N-[2-(1-piperidinyl)ethyl]-5-(trifluoromethyl)benzamide